[Li+].C(CCCCC)C(C(=O)[O-])C(=O)[O-].[Li+] 2-hexylmalonic acid lithium salt